C(C)OC1=NC=CC=C1C1=CC(=C2C(=N1)C(=NN2C(C)C)C)NCC=2C(=NC=CC2)OCC 5-(2-ethoxy-3-pyridyl)-N-[(2-ethoxy-3-pyridyl)methyl]-1-isopropyl-3-methyl-pyrazolo[4,3-b]pyridin-7-amine